BrCCOC1=CC=C(C=C1)S(=O)(=O)C(F)F 1-(2-bromoethoxy)-4-difluoromethanesulfonylbenzene